[2H]CC1(C(=O)OC)C(C)(C)C(C(=O)[O-])CC1 methyl deuterocamphorate